methyl 2-amino-6-methyl-benzoate NC1=C(C(=O)OC)C(=CC=C1)C